[Br-].C(C)(C)N1CN(C2=C1C=CC=C2)C(C)C 1,3-diisopropyl-benzimidazole bromide